3,6,9,12,18-pentaoxaeicosanedioic acid C(COCCOCCOCCOCCCCCOCC(=O)O)(=O)O